tert-butyl 4-[7-[2-(2-methoxyethoxy)phenyl]thieno[2,3-d]pyridazin-4-yl]-3,6-dihydro-2H-pyridine-1-carboxylate COCCOC1=C(C=CC=C1)C=1N=NC(=C2C1SC=C2)C=2CCN(CC2)C(=O)OC(C)(C)C